FC1=CC=CC2=C1CNCCO2 6-fluoro-2,3,4,5-tetrahydro-1,4-benzoxazepine